3-(ethyl(tetrahydro-2H-pyran-4-yl)amino)-2-methyl-N-((6-methyl-2-oxo-4-propyl-1,2-dihydropyridin-3-yl)methyl)-5-(6-(piperazin-1-yl)pyridin-3-yl)benzamide C(C)N(C=1C(=C(C(=O)NCC=2C(NC(=CC2CCC)C)=O)C=C(C1)C=1C=NC(=CC1)N1CCNCC1)C)C1CCOCC1